1-(3-acetyl-4-chlorophenyl)-3-(3-(trifluoromethyl)phenyl)urea C(C)(=O)C=1C=C(C=CC1Cl)NC(=O)NC1=CC(=CC=C1)C(F)(F)F